ClC=1N=C(C2=C(N1)C=CO2)NCC21CCC(CC2)(CC1)C=1N(C=C(N1)C(F)(F)F)C 2-chloro-N-((4-(1-methyl-4-(trifluoromethyl)-1H-imidazol-2-yl)bicyclo[2.2.2]octan-1-yl)methyl)furo[3,2-d]pyrimidin-4-amine